NC1=C2N=C(N(C2=NC=N1)CCCNS(=O)(=O)CC(C)C)SC1=CC2=C(OCO2)C=C1N(C)C N-(3-(6-amino-8-((6-(dimethylamino)benzo[d][1,3]dioxol-5-yl)thio)-9H-purin-9-yl)propyl)-2-methyl-propane-1-sulfonamide